2-(2-hydroxyeth-1-oxy)eth-1-yl-ammonium OCCOCC[NH3+]